FC(S(=O)(=O)OC=1CCCC2=C(C1)C=CC=C2OC)(F)F 4-methoxy-6,7-dihydro-5H-benzo[7]annulen-8-yl trifluoro-methanesulfonate